FC=1C(=C(C=CC1F)[C@H]1[C@@H](O[C@]([C@H]1C)(C(F)(F)F)C)C(=O)NC=1C=NC(=CC1)CO)OCCN1CCOCC1 (2R,3S,4S,5R)-3-(3,4-difluoro-2-(2-morpholinoethoxy)phenyl)-N-(6-(hydroxymethyl)pyridin-3-yl)-4,5-dimethyl-5-(trifluoromethyl)tetrahydrofuran-2-carboxamide